C1=CC=CC=2C3=CC=CC=C3C(C12)COC(=O)N[C@H](C(=O)O)CN1C[C@H](C[C@H](C1)C)C (S)-2-((((9H-fluoren-9-yl)methoxy)carbonyl)amino)-3-((3S,5R)-3,5-dimethylpiperidin-1-yl)propanoic acid